C(CCCCCCC\C=C/C\C=C/C\C=C/CC)(=O)OC[C@@H](OC(CCCCCCC\C=C/C\C=C/C\C=C/CC)=O)CO[C@H]1[C@H](O)[C@@H](O)[C@@H](O)[C@H](O1)CO[C@@H]1[C@H](O)[C@@H](O)[C@@H](O)[C@H](O1)CO 1,2-di-O-α-linolenoyl-3-O-(6-O-α-galactopyranosyl-β-galactopyranosyl)-sn-glycerol